N1CN=C2C=NC=C3C(=C21)N=C(N=C3)N dihydroimidazo[4,5-c]pyrimido[4,5-e]azepin-9-amine